3-(5-(((1S,2S)-2-(3-(1-(2-cyclopropylacetyl)piperidin-4-yl)azetidin-1-yl)cyclohexyl)oxy)-1-oxoisoindolin-2-yl)piperidine-2,6-dione C1(CC1)CC(=O)N1CCC(CC1)C1CN(C1)[C@@H]1[C@H](CCCC1)OC=1C=C2CN(C(C2=CC1)=O)C1C(NC(CC1)=O)=O